(S)-1-(4-((4-((2-fluoro-4-(3-(3-(trifluoromethyl)pyrrolidin-1-yl)phenoxy)phenyl)amino)-7-methoxyquinazolin-6-yl)amino)piperidin-1-yl)prop-2-en-1-one FC1=C(C=CC(=C1)OC1=CC(=CC=C1)N1C[C@H](CC1)C(F)(F)F)NC1=NC=NC2=CC(=C(C=C12)NC1CCN(CC1)C(C=C)=O)OC